ClC1=C(C=CC2=CC=C(NC)C=C2)C(=CC=C1)Cl (E and Z)-4-(2,6-dichlorostyryl)-N-methylaniline